4,5-dihydro-1H-pyrazole-5-carboxylate N1N=CCC1C(=O)[O-]